FC(C1=CC=C(OC2CCC(C=3C=CN=CC23)N)C=C1)(F)F 8-{4-(trifluoromethyl)phenoxy}-5,6,7,8-tetrahydroisoquinolin-5-amine